ClC1=C2C(=NC=C1)N(N=C2C2CN(C2)C(\C=C\CO)=O)C2=CC=C(C=C2)OC(F)(F)F (E)-1-[3-[4-chloro-1-[4-(trifluoromethoxy)phenyl]pyrazolo[3,4-b]pyridin-3-yl]azetidin-1-yl]-4-hydroxy-but-2-en-1-one